[1,1'-biphenyl]-4-yl-(morpholinyl)methanone C1(=CC=C(C=C1)C(=O)N1CCOCC1)C1=CC=CC=C1